C(C)(C)(C)C1=CC=C(C=C1)C1=CC=CC2=NN(N=C21)CC(C)C 4-(4-(tert-butyl)phenyl)-2-isobutyl-benzotriazole